C(C\C=C/CCCCCCCCCCCC)O (3Z)-hexadec-3-en-1-ol